Cl.N[C@H]1C[C@@H](CC[C@@H]1F)O |o1:2,4,7| (1R*,3S*,4S*)-3-amino-4-fluorocyclohexan-1-ol hydrochloride